C(C)C(CN1C2=C(C=3C=4C(C=5C6=C(N(C5C31)CC(CCCC)CC)C3=C(S6)C(=CS3)CCCCCCCCCCC)=NSN4)SC4=C2SC=C4CCCCCCCCCCC)CCCC 12,13-bis(2-ethylhexyl)-3,9-diundecyl-12,13-dihydro-[1,2,5]Thiadiazolo[3,4-e]Thieno[2'',3'':4',5']Thieno[2',3':4,5]Pyrrolo[3,2-g]Thieno[2',3':4,5]Thieno[3,2-b]Indole